8-Isopropyl-2-(methylsulfonyl)-6-(difluoromethyl)pyrido[2,3-d]pyrimidin-7(8H)-one C(C)(C)N1C(C(=CC2=C1N=C(N=C2)S(=O)(=O)C)C(F)F)=O